(3S)-3-(4-morpholinylmethyl)-1,2,3,4-tetrahydroisoquinoline N1(CCOCC1)C[C@H]1NCC2=CC=CC=C2C1